C(#N)[C@H](CC1=CC=C(C=C1)C=1C=CC2=C(N(C(O2)=O)C)C1)NC(=O)[C@H]1OC[C@@H](CCNC1)OCC |o1:27| (2S,7R*)-N-[(1S)-1-cyano-2-[4-(3-methyl-2-oxo-2,3-dihydro-1,3-benzoxazol-5-yl)phenyl]ethyl]-7-ethoxy-1,4-oxazocane-2-carboxamide